ethyl (S)-4-(6-methoxy-5-(3-((6-methoxy-2-((S)-4-methoxy-3-methyl-4-oxobutanoyl) isoindolin-5-yl) oxy) propoxy) benzo[b]thiophen-2-yl)-2-methyl-4-oxobutanoate COC=1C(=CC2=C(SC(=C2)C(C[C@@H](C(=O)OCC)C)=O)C1)OCCCOC=1C=C2CN(CC2=CC1OC)C(C[C@@H](C(=O)OC)C)=O